ethyl 3-(5'-chloro-2'-methoxycarbonylanilino)-4-hydroxybenzoate ClC=1C=CC(=C(NC=2C=C(C(=O)OCC)C=CC2O)C1)C(=O)OC